Cl[Zr](C)(C1(C2=CC=CC=C2C=2C=CC=CC12)C(CC1=CC=CC1)C)Cl dichloro-[9-(2-cyclopenta-1,3-dien-1-yl-1-methyl-ethyl)fluoren-9-yl]-methyl-zirconium